(R)-2-methyl-N-(1-(2-(1-methyl-1H-pyrazol-4-yl)quinolin-4-yl)ethyl)-4-((N-(thiazol-4-ylmethyl)acetamido)methyl)benzamide CC1=C(C(=O)N[C@H](C)C2=CC(=NC3=CC=CC=C23)C=2C=NN(C2)C)C=CC(=C1)CN(C(C)=O)CC=1N=CSC1